C(O[C@@H]1CN(CC[C@@H]1C=1C(=CC(=C2C(C=C(OC12)C1=C(C=CC=C1)Cl)=O)O)O)C)(OCC)=O (3S,4R)-4-(2-(2-chlorophenyl)-5,7-dihydroxy-4-oxo-4H-chromen-8-yl)-1-methylpiperidin-3-yl ethyl carbonate